BrC1=CC=C2C(=CC(=NC2=C1)NN1C(C(=C(C1=O)C)C)=O)CN1CCN(CC1)C(=O)C1=CC=CC=C1 1-[(7-bromo-4-{[4-(phenylcarbonyl)piperazinyl]methyl}(2-quinolyl))amino]-3,4-dimethylazoline-2,5-dione